N-Methyldihydroxysilylpropyl-aminobutyl-sulfonic acid lithium salt [Li+].C[Si](O)(O)CCCNCCCCS(=O)(=O)[O-]